CC1=CNC2=NC=C(C=C21)C=2C=C1CCN(CC1=C(C2)[C@H]2N(CCC2)C(=O)OC(C)(C)C)C=2C=NC=CC2 tert-butyl (S)-2-(6-(3-methyl-1H-pyrrolo[2,3-b]pyridin-5-yl)-2-(pyridin-3-yl)-1,2,3,4-tetrahydroisoquinolin-8-yl)pyrrolidine-1-carboxylate